ClCOC(CCCN1C(N(C(C1(C)C)=O)C1=C(C(=C(C=C1)C#N)SC)F)=S)=O 4-[3-(4-cyano-2-fluoro-3-methylthio-phenyl)-5,5-dimethyl-4-oxo-2-thioxo-imidazolidin-1-yl]butyric acid chloromethyl ester